diethyl trithiophosphite P(SCC)(SCC)[S-]